O1C(=NC2=C1C=CC=C2)NC=2OC1=C(N2)C=C(C=C1)C(=O)NCCOCC(C)(C)O 2-(benzo[d]oxazol-2-ylamino)-N-(2-(2-hydroxy-2-methylpropoxy)ethyl)benzo[d]oxazole-5-carboxamide